ClC1=C(C(=NC=C1)C1=NC=CC=C1)Cl dichloro-2,2'-bipyridine